Ethyl 2-bromo-4-methyl-1-((2-(trimethylsilyl)ethoxy)methyl)-1H-imidazole-5-carboxylate BrC=1N(C(=C(N1)C)C(=O)OCC)COCC[Si](C)(C)C